Ethyl Cinnamate (phenyl-(E)-3-phenylprop-2-enoate) C1(=CC=CC=C1)/C(/C(=O)O)=C\C1=CC=CC=C1.C(C=CC1=CC=CC=C1)(=O)OCC